O=C1C=CCC(C1)C(=O)[O-] 5-oxocyclohex-3-ene-1-carboxylate